C(C)(C)(C)OC(=O)N1CC(C1)N1C(=CC(=C1)C(NC1=CC(=CC(=C1)S(=O)(=O)C)Cl)=O)C1=NC=C(C=N1)F 3-(4-((3-chloro-5-(methylsulfonyl)phenyl)carbamoyl)-2-(5-fluoropyrimidin-2-yl)-1H-pyrrol-1-yl)azetidine-1-carboxylic acid tert-butyl ester